methyl 4-{[2-chloro-3-(cyclopropylcarbamoyl)phenyl]amino}-3-cyclopropylbenzoate ClC1=C(C=CC=C1C(NC1CC1)=O)NC1=C(C=C(C(=O)OC)C=C1)C1CC1